ClC=1C=2N(C=C(C1)C=1CCN(CC1)C(C(C)C)=O)N=NC2C(=O)OCC ethyl 4-chloro-6-(1-isobutyryl-1,2,3,6-tetrahydropyridin-4-yl)-[1,2,3]triazolo[1,5-a]pyridine-3-carboxylate